(S)-2-Isobutyryl-N-methyl-N-(1-phenylethyl)-2,3,4,5-tetrahydro-1H-benzo[c]azepine-7-sulfonamide C(C(C)C)(=O)N1CC2=C(CCC1)C=C(C=C2)S(=O)(=O)N([C@@H](C)C2=CC=CC=C2)C